ClC1=C(C(=O)NCC(N[C@@H]2CNCC2)=O)C=CC(=C1)NC=1C=2N(C=CN1)C(=CN2)C=2C(=NNC2)C(F)(F)F 2-chloro-N-[2-oxo-2-[[(3S)-pyrrolidin-3-yl]amino]ethyl]-4-[[3-[3-(trifluoromethyl)-1H-pyrazol-4-yl]imidazo[1,2-a]pyrazin-8-yl]amino]benzamide